BrC1=C(C=CC=C1)N1C[C@H](CCC1)O (S)-1-(2-bromophenyl)piperidin-3-ol